F[C@@H]1C[C@H](N(C1)C)COC=1N=C(C2=C(N1)CN(CC2)C2=CC(=CC1=CC=CC=C21)OC)C2N(CCNC2)C(=O)[O-] 2-[[(2S,4R)-4-fluoro-1-methyl-pyrrolidin-2-yl]methoxyl-7-(3-methoxy-1-naphthyl)-6,8-dihydro-5H-pyrido[3,4-d]pyrimidin-4-yl]piperazine-1-carboxylate